[3-(2-amino-ethylamino)-propyl]trimethoxysilane NCCNCCC[Si](OC)(OC)OC